Cl.CN1N=C(C=C1C(F)(F)F)CN 1-[1-methyl-5-(trifluoro-methyl)-1H-pyrazol-3-yl]methanamine hydrochloride